CN1CC(C1)(C)[C@@](C=1C=C(C=NC1)C1=NC=CC(=N1)C=1CCN(CC1)C(C)=O)(C1=CC=C(C=C1)C(C)C)O 1-[4-(2-{5-[(R)-(1,3-dimethyl-azetidin-3-yl)-hydroxy-(4-isopropyl-phenyl)-methyl]-pyridin-3-yl}-pyrimidin-4-yl)-3,6-dihydro-2H-pyridin-1-yl]-ethanone